Hexane-2-sulfonamide CC(CCCC)S(=O)(=O)N